ethyl-α-methyl-γ-butyrolactone C(C)C1(C(=O)OCC1)C